C(C1=CC=CC=C1)(C1=CC=CC=C1)(C1=CC=CC=C1)SC=CCC (trityl)thio-1-butene